diisopropoxy di(acetoacetate) C(CC(=O)C)(=O)OOC(C)C.C(CC(=O)C)(=O)OOC(C)C